C(C)N(CCN(CCOC(OC(CCCC(=O)[O-])CC)=O)CCOC(OC(CCCC(=O)[O-])CC)=O)CC 11-(2-(diethylamino)ethyl)-5,17-diethyl-7,15-dioxo-6,8,14,16-tetraoxa-11-azahenicosanedioate